(Z)-(2-chloro-4-fluorophenyl)-1-piperazinylmethanone oxime ClC1=C(C=CC(=C1)F)/C(=N/O)/N1CCNCC1